4-((3-(4-(4-((4-(2-(3-chloro-5-cyanophenyl)prop-2-yl)phenoxy)methyl)pyrimidine-2-yl)piperazin-1-yl)azetidin-1-yl)methyl)piperidine-1-carboxylate ClC=1C=C(C=C(C1)C#N)C(C)(C)C1=CC=C(OCC2=NC(=NC=C2)N2CCN(CC2)C2CN(C2)CC2CCN(CC2)C(=O)[O-])C=C1